NC1=NC=CC(=C1Cl)SC=1N=C(C(=NC1C)N1CCC2([C@@H](C=3N(N=CC3)C2)N[S@](=O)C(C)(C)C)CC1)CO (R)-N-((S)-1-(5-((2-amino-3-chloropyridin-4-yl)thio)-3-(hydroxymethyl)-6-methylpyrazin-2-yl)-4'H,6'H-spiro[piperidine-4,5'-pyrrolo[1,2-b]pyrazol]-4'-yl)-2-methylpropan-2-sulfinamide